carbonyl-hydroxycholesterol C(=O)=C(C(C)CCC[C@@H](C)[C@H]1CC[C@H]2[C@@H]3CC=C4C[C@@H](O)CC[C@]4(C)[C@H]3CC[C@]12C)O